C(C)N(CC(C)N)CC N,N-diethyl-propylenediamine